ClC1=CC(N(C=C1N=S(=O)(C)C)CC1(CCN(CC12CCCC2)C(=O)OC(C)(C)C)O)=O tert-butyl 10-((4-chloro-5-((dimethyl(oxo)-λ6-sulfaneylidene)amino)-2-oxopyridin-1(2H)-yl)methyl)-10-hydroxy-7-azaspiro[4.5]decane-7-carboxylate